C(CCCCCCCCC)(N)N Decanedi-amine